CC1=CC=2C3=C(NC2C=C1)CCN(C3)C(=O)C3=CC=CC=C3 (8-methyl-1,3,4,5-tetrahydro-2H-pyrido[4,3-b]indol-2-yl)(phenyl)methanone